C1(CCC1)N1N=C(C(=C1NC(O[C@H](C)C1CC1)=O)C)C1CC(C1)(F)F (R)-1-cyclopropylethyl (1-cyclobutyl-3-(3,3-difluorocyclobutyl)-4-methyl-1H-pyrazol-5-yl)carbamate